5-bromo-3-fluoro-1-(trideuteriomethyl)pyrazole BrC1=CC(=NN1C([2H])([2H])[2H])F